C12COCC(CN(C1)C1=CC(=C(C=C1)NC1=NC=C(C(=N1)C1=CC3=C(C(N(CCS3(=O)=O)C)=O)S1)C(F)(F)F)CC)N2 7-(2-((4-(3-oxa-7,9-diazabicyclo[3.3.1]nonan-7-yl)-2-ethylphenyl)amino)-5-(trifluoromethyl)pyrimidin-4-yl)-4-methyl-3,4-dihydrothieno[2,3-f][1,4]thiazepin-5(2H)-one 1,1-dioxide